Cl.C(C)(=O)C1=C(C2=C(N=C(N=C2)NC2=NC=C(C=C2)N2CC3CCC(C2)N3)N(C1=O)C1CCCC1)C 6-acetyl-8-cyclopentyl-2-[[5-(3,8-diazabicyclo[3.2.1]octan-3-yl)-2-pyridyl]amino]-5-methyl-pyrido[2,3-d]pyrimidin-7-one hydrochloride